2-Chloro-N1-(4-Chloro-3-(Pyridin-2-Yl)Phenyl)-N4-(Thiazol-2-Yl)Terephthalamide ClC1=C(C(=O)NC2=CC(=C(C=C2)Cl)C2=NC=CC=C2)C=CC(=C1)C(=O)NC=1SC=CN1